lithium 5-[4-(tert-butoxycarbonyl)-2-oxopiperazin-1-yl]-3-methoxythiophene-2-carboxylate C(C)(C)(C)OC(=O)N1CC(N(CC1)C1=CC(=C(S1)C(=O)[O-])OC)=O.[Li+]